FC\C(\C1=C(C(=CC=C1)C(F)(F)F)C)=N/S(=O)(=O)C(C)(C)C (Z)-N-(2-fluoro-1-(2-methyl-3-(trifluoromethyl)phenyl)ethylidene)-2-methylpropane-2-sulfonamide